3-(4-chlorophenyl)-N'-((1-methyl-1H-pyrazol-4-yl)sulfonyl)-4-phenyl-N-(2-sulfamoylethyl)-4,5-dihydro-1H-pyrazole-1-carboxamidine ClC1=CC=C(C=C1)C1=NN(CC1C1=CC=CC=C1)C(=NS(=O)(=O)C=1C=NN(C1)C)NCCS(N)(=O)=O